benzyl (S)-3-(((2-(tert-butoxy)-2-oxoethyl)((chloromethoxy)carbonyl)amino)methyl)morpholine-4-carboxylate C(C)(C)(C)OC(CN(C(=O)OCCl)C[C@@H]1N(CCOC1)C(=O)OCC1=CC=CC=C1)=O